4-[4-[(2-Bromophenyl)methyl]piperazine-1-yl]-N-[3-nitro-4-(2-phenylsulfanylethylamino)phenyl]sulfonylbenzamide BrC1=C(C=CC=C1)CN1CCN(CC1)C1=CC=C(C(=O)NS(=O)(=O)C2=CC(=C(C=C2)NCCSC2=CC=CC=C2)[N+](=O)[O-])C=C1